C(C)(C)(C)OC(=O)N1[C@@H](CN(CC1)C1=NC=CC(=C1)OB(O)O)C (R)-(2-(4-(tert-butoxycarbonyl)-3-methylpiperazin-1-yl)pyridin-4-yl)boric acid